CC1(C(C(=CC2(CCCN(C2)C(C2=CN=CC=C2)=O)C1)C#N)=O)C 10,10-dimethyl-2-nicotinoyl-9-oxo-2-azaspiro[5.5]undec-7-ene-8-carbonitrile